C(C)(C)(C)N(C(O)=O)C1=CC(=CC=C1)CN1N=CC2=C(N(C=3C=C(C=CC23)C)C)C1=O.OC1=C(C=C(C=C1)C1(C2=CC=CC=C2C=2C=CC=CC12)C1=CC(=C(C=C1)O)CC)CC 9,9-bis(4-hydroxy-3-ethylphenyl)fluorene tert-butyl-(3-((5,7-Dimethyl-4-oxo-4,5-dihydro-3H-pyridazino[4,5-b]indol-3-yl)methyl)phenyl)carbamate